1,2-bis((difluorophosphinyl)oxy)ethane FP(=O)(OCCOP(=O)(F)F)F